ClC1=CC2=C(NC(=C2)C(=O)OC)S1 methyl 2-chloro-6H-thieno[2,3-b]pyrrole-5-carboxylate